OC(=O)C(F)(F)F.C(#N)C=1C=CC(=C(C1)C=1N=C(OC1)C(=O)N[C@H]1CN[C@@H](C1)COC)OC 4-(5-cyano-2-methoxyphenyl)-N-((3R,5S)-5-(methoxymethyl)pyrrolidin-3-yl)oxazole-2-carboxamide TFA salt